4,5-bis(benzyloxy)-6-(iodomethyl)pyrimidine-2-d C(C1=CC=CC=C1)OC1=NC(=NC(=C1OCC1=CC=CC=C1)CI)[2H]